NC1=CC(N(C=C1)C)=O 4-amino-1-methyl-pyridin-2(1H)-one